CC1=C(C=C(C=C1)N1C(C=CC2=CN=C3C(=C12)C=C(C=C3)N3CCN(CC3)S(=O)(=O)C)=O)[N+](=O)[O-] 1-(4-Methyl-3-nitrophenyl)-9-(4-(methylsulfonyl)piperazin-1-yl)benzo[h][1,6]naphthyridin-2(1H)-one